1-(2-Chlorophenyl)-3-(phenylcarbamoyl)urea ClC1=C(C=CC=C1)NC(=O)NC(NC1=CC=CC=C1)=O